1-amino-3-(methoxycarbonyl)pyridin-1-ium N[N+]1=CC(=CC=C1)C(=O)OC